FC=1C=C(C=C(C1CN([C@@H]1CNC(C1)=O)C)OC)C=1C(=C(C=CC1)C1=C(C(=CC=C1)NC(=O)C1=CN=CN(C1=O)C)C)C (S)-N-(3''-fluoro-5''-methoxy-2,2'-dimethyl-4''-((methyl(5-oxopyrrolidin-3-yl)amino)methyl)-[1,1':3',1''-terphenyl]-3-yl)-1-methyl-6-oxo-1,6-dihydropyrimidine-5-carboxamide